C(C1=CC=CC=C1)O[C@@H](C=O)[C@@H](OCC1=CC=CC=C1)[C@H](OCC1=CC=CC=C1)[C@H](O)COCC1=CC=CC=C1 2,3,4,6-tetra-O-benzyl-D-glucose